Trans-4-hydroxy-L-prolinol O[C@@H]1C[C@H](NC1)CO